C(C1=CC=CC=C1)N(C1=NC2=CC=CC=C2C(N1NC(CCC1=CC(=CC(=C1)F)F)=O)=O)C N-[2-(Benzyl-methyl-amino)-4-oxo-4H-quinazolin-3-yl]-3-(3,5-difluoro-phenyl)-propionamide